C(C)(P([O-])(=O)C)=NNC(=S)N acetylmethylphosphinate thiosemicarbazone